(1-(Thiophen-3-yl)cyclopropyl)methanol S1C=C(C=C1)C1(CC1)CO